N(=NC(C#N)(CC(C)(OC)C)C)C(C#N)(CC(C)(C)OC)C azobis(4-methoxy-2,4-dimethylpentanenitrile)